(3R)-3-(4-Chlorophenyl)-2-[(5-chloropyridin-2-yl)methyl]-4-fluoro-3-[(1-hydroxycyclopropyl)methoxy]-6-(2-hydroxypropan-2-yl)-2,3-dihydro-1H-isoindol-1-on ClC1=CC=C(C=C1)[C@@]1(N(C(C2=CC(=CC(=C12)F)C(C)(C)O)=O)CC1=NC=C(C=C1)Cl)OCC1(CC1)O